ClC=1C(=C2C=NN(C2=CC1)C)CC(=O)N1[C@H](C2=CC=CC(=C2CC1)C(CF)(O)CF)C 2-(5-chloro-1-methyl-indazol-4-yl)-1-[(1S)-5-[2-fluoro-1-(fluoromethyl)-1-hydroxy-ethyl]-1-Methyl-3,4-dihydro-1H-isoquinolin-2-yl]Ethanone